ClC=1C=C2CCN(CC2=C(C1)[C@H]1N(CCOC1)C(=O)OC(C)(C)C)C(NCC)=O tert-butyl (R)-3-[6-chloro-2-(ethylcarbamoyl)-1,2,3,4-tetrahydroisoquinolin-8-yl]morpholine-4-carboxylate